OC1=CC=C(C=C1)CCO 2-(4-hydroxyphenyl)-ethanol